(R)-4-chloro-N-(1-methylpyrrolidin-3-yl)phthalazine-1-amine ClC1=NN=C(C2=CC=CC=C12)N[C@H]1CN(CC1)C